2-cyclohexyl-2-(3-methylpentyl)-1,3-propanediol C1(CCCCC1)C(CO)(CO)CCC(CC)C